tert-butyl 2-[[4-[2-[(5-cyano-3-fluoro-2-thienyl)methoxy]pyrimidin-4-yl]-2,5-difluoro-phenyl]methyl]-3-[(3S)-4,4-dimethyltetrahydrofuran-3-yl]benzimidazole-5-carboxylate C(#N)C1=CC(=C(S1)COC1=NC=CC(=N1)C1=CC(=C(C=C1F)CC=1N(C2=C(N1)C=CC(=C2)C(=O)OC(C)(C)C)[C@@H]2COCC2(C)C)F)F